4,4'-((propane-1,3-diylbis(oxy))bis(5-methoxybenzo[b]selenophen-6,2-diyl))bis(2-ethyl-4-oxobutanoic acid) C(CCOC=1C(=CC2=C([Se]C(=C2)C(CC(C(=O)O)CC)=O)C1)OC)OC=1C(=CC2=C([Se]C(=C2)C(CC(C(=O)O)CC)=O)C1)OC